2-{[5-(5-ethylpyridin-2-yl)-1H-1,2,4-triazol-3-yl]sulfanyl}-1-(pyridin-2-yl)propan-1-on C(C)C=1C=CC(=NC1)C1=NC(=NN1)SC(C(=O)C1=NC=CC=C1)C